[Cl-].Cl[NH2+]CC1=CC=CC=C1 monochlorobenzylammonium chloride